(±)-2-(2-(7-(3-(Aminomethyl)-5-fluorophenyl)benzofuran-5-yl)-4-methyl-3,4-dihydro-2H-benzo[b][1,4]oxazin-8-yl)acetic acid ethyl ester C(C)OC(CC1=CC=CC2=C1O[C@@H](CN2C)C=2C=C(C1=C(C=CO1)C2)C2=CC(=CC(=C2)F)CN)=O |r|